N(=[N+]=[N-])CCOCCOCCOCCOCCOCCN(CCOCCOCCOCCNC(OC(C)(C)C)=O)CCOCCOCCOCCNC(OC(C)(C)C)=O Di-tert-butyl (12-(17-azido-3,6,9,12,15-pentaoxaheptadecyl)-3,6,9,15,18,21-hexaoxa-12-azatricosane-1,23-diyl)dicarbamate